FC=1C=C(C=C(C1C)NC(=O)C1=CN=C2N1C=CC=C2)C2=NC(=NO2)C2CN(C2)C(=O)OC methyl 3-(5-(3-fluoro-5-(imidazo[1,2-a]pyridine-3-carboxamido)-4-methylphenyl)-1,2,4-oxadiazol-3-yl)azetidine-1-carboxylate